tert-butyl (2-(4-oxocyclohexyl)ethyl)(tetrahydro-2H-pyran-4-yl)carbamate O=C1CCC(CC1)CCN(C(OC(C)(C)C)=O)C1CCOCC1